O1CCN(CC1)CC1=CC=C(C=C1)C1=CC(=CC=C1)C(=O)[O-] 4'-(morpholinomethyl)-[1,1'-biphenyl]-3-carboxylate